BrC1=CC2=C(NC(=N2)C(=O)NC2=CC=CC=C2)C=C1 5-bromo-N-phenyl-1H-benzo[d]imidazole-2-carboxamide